BrC1=C(C#N)C=CC(=C1)OC1COC1 bromo-4-(oxetan-3-yloxy)benzonitrile